4-(1-((2R)-2-((4-chloro-5-fluorocyclohexa-1,3-dien-1-yl)methoxy)-3-methylbutanamido)cyclopropyl)benzoic acid ClC1=CC=C(CC1F)CO[C@@H](C(=O)NC1(CC1)C1=CC=C(C(=O)O)C=C1)C(C)C